2-((4-hydroxy-3-methoxybenzyl)amino)-2-oxoethyl nonanoate C(CCCCCCCC)(=O)OCC(=O)NCC1=CC(=C(C=C1)O)OC